(S)-2-(4-(6-((4-cyanophenyl)oxy)pyridin-2-yl)-2,5-difluorobenzyl)-1-(oxetan-2-ylmethyl)-1H-thieno[2,3-d]imidazole-5-carboxylic acid C(#N)C1=CC=C(C=C1)OC1=CC=CC(=N1)C1=CC(=C(CC=2N(C3=C(N2)SC(=C3)C(=O)O)C[C@H]3OCC3)C=C1F)F